(E)-N-((8-chloro-1,2,3,5,6,7-hexahydro-s-indacen-4-yl)carbamoyl)-4-(hydroxyimino)-4,5,6,7-tetrahydrobenzofuran-2-sulfonamide ClC=1C=2CCCC2C(=C2CCCC12)NC(=O)NS(=O)(=O)C=1OC2=C(C1)/C(/CCC2)=N/O